tert-butyl ((1S,2S)-2-((2-(2,6-dioxo-1-((2-(trimethylsilyl)ethoxy)methyl)piperidin-3-yl)-1-oxoisoindolin-5-yl)oxy)cyclohexyl)carbamate O=C1N(C(CCC1N1C(C2=CC=C(C=C2C1)O[C@@H]1[C@H](CCCC1)NC(OC(C)(C)C)=O)=O)=O)COCC[Si](C)(C)C